(1R,2S)-2-amino-1,2-bis(4-(2,3,3-trimethylbutan-2-yl)phenyl)ethane-1-ol N[C@H]([C@H](O)C1=CC=C(C=C1)C(C)(C(C)(C)C)C)C1=CC=C(C=C1)C(C)(C(C)(C)C)C